tert-butyl 3-(3-(4-butylphenyl)-1,2,4-oxadiazol-5-yl)-2-(diethoxyphosphoryl)propanoate C(CCC)C1=CC=C(C=C1)C1=NOC(=N1)CC(C(=O)OC(C)(C)C)P(=O)(OCC)OCC